C1(=CC=CC=C1)NC1=CC2=CC=CC=C2C=C1C1=CC=CC=C1 N,3-diphenylnaphthalen-2-amine